OC=1C=C(C=CC1C(=O)OC)C1N(CCN(C1)CCC(F)(F)F)CC1=C2C=CN(C2=C(C=C1OC)C)C(=O)OC(C)(C)C tert-Butyl 4-((2-(3-hydroxy-4-(methoxycarbonyl)phenyl)-4-(3,3,3-trifluoropropyl)piperazin-1-yl)methyl)-5-methoxy-7-methylindole-1-carboxylate